pyridazinocycloundecane-5,7-dione N1=NC=CC2=C1CCCCCCC(CC2=O)=O